2-(((trans-4-aminocyclohexyl)thio)methyl)-8-methylquinazolin-4(3H)-one hydrochloride Cl.N[C@@H]1CC[C@H](CC1)SCC1=NC2=C(C=CC=C2C(N1)=O)C